tert-butyl ((S)-5-((tert-butyldimethylsilyl)oxy)-1-((2S,4R)-2-((4-ethynylbenzyl)carbamoyl)-4-hydroxypyrrolidin-1-yl)-3,3-dimethyl-1-oxopentan-2-yl)carbamate [Si](C)(C)(C(C)(C)C)OCCC([C@@H](C(=O)N1[C@@H](C[C@H](C1)O)C(NCC1=CC=C(C=C1)C#C)=O)NC(OC(C)(C)C)=O)(C)C